ClC=1C=C(C=CC1Cl)C=1N(C(=C(C(C1C(=O)O)=O)C#C)C)CC 2-(3,4-dichlorophenyl)-1-ethyl-5-ethynyl-6-methyl-4-oxo-pyridine-3-carboxylic acid